ethyl 4-[[(1S)-2-hydroxy-1-phenyl-ethyl]amino]-2-[(2-oxo-3,4-dihydro-1H-quinolin-6-yl)amino]pyrimidine-5-carboxylate OC[C@H](C1=CC=CC=C1)NC1=NC(=NC=C1C(=O)OCC)NC=1C=C2CCC(NC2=CC1)=O